2-oxo-3-(pyridin-4-yl)propyl-4,4,4-trifluorobutanoate O=C(COC(CCC(F)(F)F)=O)CC1=CC=NC=C1